FC1=C(C=CC=C1F)C(N1C[C@@H](N(C[C@H]1C)C1=CC(N(C=2C=CC(=NC12)C#N)C)=O)C)C1=CC=CC=C1 8-[(2s,5r)-4-[(2,3-difluorophenyl)(phenyl)methyl]-2,5-dimethylpiperazin-1-yl]-5-methyl-6-oxo-5,6-dihydro-1,5-naphthyridine-2-carbonitrile